1-(7-(7-(5-methyl-1H-pyrazolo[3,4-b]pyridin-4-yl)-2-(1-methylpiperidine-4-yl)-8-(2,2,2-trifluoroethoxy)-6-vinylquinazolin-4-yl)-2,7-diazaspiro[3.5]nonan-2-yl)prop-2-en-1-one CC=1C(=C2C(=NC1)NN=C2)C2=C(C=C1C(=NC(=NC1=C2OCC(F)(F)F)C2CCN(CC2)C)N2CCC1(CN(C1)C(C=C)=O)CC2)C=C